COC(C(CCN1C(N(C2=C1C=C(C=C2)NC2=C(C(=NC=C2)Cl)C#N)C)=O)N)=O 2-amino-4-[6-[(2-chloro-3-cyano-4-pyridinyl)amino]-3-methyl-2-oxo-benzimidazol-1-yl]butanoic acid methyl ester